O=C1NCCC2=CC=CC=C12 1-keto-1,2,3,4-tetrahydroisoquinoline